FC1=C(C=CC=C1OC)C1=NC(=C2N=CN(C2=N1)C1OCCCC1)NCC1=CC=C(C=C1)C=1N(C=C(N1)C(F)(F)F)C 2-(2-fluoro-3-methoxyphenyl)-N-(4-(1-methyl-4-(trifluoromethyl)-1H-imidazol-2-yl)benzyl)-9-(tetrahydro-2H-pyran-2-yl)-9H-purin-6-amine